C12CCC(CC1)C2COC2=NNC=C2 3-(norbornan-7-ylmethoxy)-1H-pyrazole